ClC1=NC(=NC(=N1)C1=CC=CC=C1)C1=CC=CC=C1 2-Chloro-4,6-diphenyl-[1,3,5]triazin